2-cyano-N-(9-oxo-2-(trifluoromethyl)-9H-indeno[2,1-d]pyrimidine-7-yl)propionamide C(#N)C(C(=O)NC1=CC=2C(C=3N=C(N=CC3C2C=C1)C(F)(F)F)=O)C